ClC=1N(C(C2=CC(=CC(=C2C1)[C@@H](C)N1C(OC(C2=C1C=CC=C2)=O)=O)C)=O)C (R)-1-(1-(3-chloro-2,7-dimethyl-1-oxo-1,2-dihydroisoquinolin-5-yl)ethyl)-2H-benzo[d][1,3]oxazine-2,4(1H)-dione